5-chloro-N-(2,4-difluoro-3-(2-(((1r,4r)-4-(methylamino)cyclohexyl)amino)-3,4-dihydroquinazolin-6-yl)phenyl)-2-methoxypyridine-3-sulfonamide ClC=1C=C(C(=NC1)OC)S(=O)(=O)NC1=C(C(=C(C=C1)F)C=1C=C2CNC(=NC2=CC1)NC1CCC(CC1)NC)F